C1(=CC=CC=C1)C1=CC=C(C=C1)S(=O)(=O)OC=1C=C(C=CC1)NC(NC1=CC(=CC=C1)OS(=O)(=O)C1=CC=C(C=C1)C1=CC=CC=C1)=O bis-[3-(p-phenylphenylsulfonyloxy)phenyl]urea